B1(OCC2=C1C=C(C=C2)O)O benzo[c][1,2]oxaborole-1,6(3H)-diol